(2r,3s,4s,5r)-3-(2-(3-((tert-butyldimethylsilyl)oxy)-2-(methoxymethyl)propoxy)-3,4-dimethyl-5-(trifluoromethyl)tetrahydrofuran-2-carboxamido)pyridine [Si](C)(C)(C(C)(C)C)OCC(CO[C@]1(O[C@H]([C@H]([C@@H]1C)C)C(F)(F)F)C(=O)NC=1C=NC=CC1)COC